Cl.NC1=NC(=CC(=N1)C1=CCC2(CC(NC2)C(=O)O)CC1)O[C@@H](C(F)(F)F)C1=C(C=C(C=C1)Cl)C=1CCCCC1 8-(2-amino-6-((R)-1-(5-chloro-2',3',4',5'-tetrahydro-[1,1'-biphenyl]-2-yl)-2,2,2-trifluoroethoxy)pyrimidine-4-yl)-2-azaspiro[4.5]dec-7-ene-3-carboxylic acid hydrochloride